tert-butyl (tert-butoxycarbonyl)(4-chloro-6-((tetrahydro-2H-pyran-4-yl-4-d)oxy)pyrimidin-2-yl)carbamate C(C)(C)(C)OC(=O)N(C(OC(C)(C)C)=O)C1=NC(=CC(=N1)Cl)OC1(CCOCC1)[2H]